2-meth-oxy-6-(4-(trifluoro-methyl)-1H-pyrazol-1-yl)pyridin COC1=NC(=CC=C1)N1N=CC(=C1)C(F)(F)F